C(C)N(CC)C[Si](C1=CC=C(C=C)C=C1)(OC)OC 4-(diethylaminomethyldimethoxysilyl)styrene